octyl ether phosphorus [P].C(CCCCCCC)OCCCCCCCC